tert-butyl 2-{[(2-amino-6-bromophenyl)methyl]amino}acetate NC1=C(C(=CC=C1)Br)CNCC(=O)OC(C)(C)C